4-(5-(2-fluorophenyl)-7-tosyl-7H-pyrrolo[2,3-d]pyrimidin-4-yl)-2,2-dimethylpiperazine-1-carboxylic acid tert-butyl ester C(C)(C)(C)OC(=O)N1C(CN(CC1)C=1C2=C(N=CN1)N(C=C2C2=C(C=CC=C2)F)S(=O)(=O)C2=CC=C(C)C=C2)(C)C